OC=1C=C2C=C(N(C2=CC1)CC1=NC(=CC=C1)C)C(=O)[O-] 5-hydroxy-1-((6-methylpyridin-2-yl)methyl)-1H-indole-2-carboxylate